5-(1-(piperidin-4-yl)-1H-pyrazol-4-yl)-3-(5-(4-(trifluoromethyl)thiazol-2-yl)-1,3,4-oxadiazol-2-yl)pyridin-2-amine N1CCC(CC1)N1N=CC(=C1)C=1C=C(C(=NC1)N)C=1OC(=NN1)C=1SC=C(N1)C(F)(F)F